C(CCCCCCC)C(CCCCCCCC)OC(CCCCCCCOC(=O)[C@H]1N(CC[C@H](C1)OC(CCN(C)C)=O)CCCCCC(OCCCCCCCCCCC)=O)=O (2S,4R)-4-[3-(dimethylamino)propionyloxy]-1-(6-oxo-6-undecoxy-hexyl)piperidine-2-carboxylic acid [8-(1-octylnonyloxy)-8-oxo-octyl] ester